N1=CC(=CC2=CN=CC=C12)C=O [1,6-naphthyridin-3-yl]methanone